3,4-Dichloro-2-(2-(piperidin-3-yl)imidazo[1,2-a]pyridin-7-yl)phenol ClC=1C(=C(C=CC1Cl)O)C1=CC=2N(C=C1)C=C(N2)C2CNCCC2